1-chloro-4,5-epoxypentane ClCCCC1CO1